O[C@H]1[C@@H](C1)NC(=O)C=1C=NN2C1N=C(C=C2NC)C2=CN(C1=NC=CC=C12)C(C)C N-((1R,2R)-2-hydroxycyclopropyl)-5-(1-isopropyl-1H-pyrrolo[2,3-b]pyridin-3-yl)-7-(methylamino)pyrazolo[1,5-a]pyrimidine-3-carboxamide